C=1(C(=CC=CC1)S(=O)(=O)ONC1=NC(=NC(=N1)NC1=CC=CC=C1)NC1=CC=CC=C1)C=CC=1C(=CC=CC1)S(=O)(=O)ONC1=NC(=NC(=N1)NC1=CC=CC=C1)NC1=CC=CC=C1 bis-(2,4-diphenylamino-s-triazin-6-ylamino) stilbene-2,2'-disulfonate